ClC1=CC=C(C(=N1)C#N)N[C@H](C)C=1C=C(C=C2C(C(=C(OC12)C=1C=CC=2C(N1)=CN(N2)C)C)=O)C 6-Chloro-3-[[(1R)-1-[3,6-dimethyl-2-(2-methylpyrazolo[4,3-b]pyridin-5-yl)-4-oxo-chromen-8-yl]ethyl]amino]pyridine-2-carbonitrile